C1(=CC=CC=C1)C(C)C1=NOC(C1)CO (3-(1-phenylethyl)-4,5-dihydroisoxazol-5-yl)-methanol